C1(=CC=CC=C1)P(C1=C(C=CC=C1)OC1=C(C=CC=C1)P(C1=CC=CC=C1)C1=CC=CC=C1)C1=CC=CC=C1 bis(2-(diphenyl-phosphino)phenyl)ether